Cl.NC1(CCC1)C=1C=C(C=CC1)NC(C(C)C1=CC=2NC3=CC(=CC=C3C2C=C1)F)=O N-(3-(1-aminocyclobutyl)phenyl)-2-(7-fluoro-9H-carbazol-2-yl)propanamide hydrochloride